CC1=CC2=NC=NN2C=C1NC3=NC=C4C(=N3)N(C(=O)N4C)C5CCC(CC5)(C)O 9-((1s,4s)-4-hydroxy-4-methylcyclohexyl)-7-methyl-2-((7-methyl-[1,2,4]triazolo[1,5-a]pyridin-6-yl)amino)-7,9-dihydro-8H-purin-8-one